2-azido-2,2-difluoro-1-phenylethan-1-one N(=[N+]=[N-])C(C(=O)C1=CC=CC=C1)(F)F